6-((1,4-Dioxan-2-yl)methoxy)-2-(4-(2-aminoethoxy)phenethyl)-3-ethylpyridin-4-ol hydrochloride Cl.O1C(COCC1)COC1=CC(=C(C(=N1)CCC1=CC=C(C=C1)OCCN)CC)O